C(=C)C=1C=C(C=C(C1)C#N)C#N 5-vinylbenzene-1,3-dinitrile